3-(3-methoxy-5-(trifluoromethyl)phenyl)-1H-1,2,4-triazole COC=1C=C(C=C(C1)C(F)(F)F)C1=NNC=N1